1,6-diethylpiperidinium C(C)[NH+]1CCCCC1CC